NC=1C(NC(N(N1)C1=CC(=C(C(=C1)Cl)OC=1C=C2C3(C(NC2=CC1C)=O)CCC3)Cl)=O)=O 6-amino-2-(3,5-dichloro-4-((6'-methyl-2'-oxospiro[cyclobutane-1,3'-indolin]-5'-yl)oxy)phenyl)-1,2,4-triazine-3,5(2H,4H)-dione